4-oxo-butyric acid O=CCCC(=O)O